C(C)(C)O[C@H](CCCC=O)[C@H]1N(C(OC1)(C)C)C(=O)OC(C)(C)C tert-butyl (4S)-4-[(1R)-1-isopropoxy-5-oxo-pentyl]-2,2-dimethyl-oxazolidine-3-carboxylate